7-(2-((1-(cyclopropylsulfonyl)piperidin-4-yl)amino)-5-fluoropyrimidin-4-yl)-N,N-dimethylquinoxalin-2-amine C1(CC1)S(=O)(=O)N1CCC(CC1)NC1=NC=C(C(=N1)C1=CC=C2N=CC(=NC2=C1)N(C)C)F